C(C=C)(=O)N1C[C@@H](N(C[C@H]1C)C1=NC(N2C3=C(C(=C(C=C13)Cl)C1=CC=CC3=CC=CC=C13)OC[C@@H]2CN2CCN(CC2)C)=O)C (3S,10S)-7-((2S,5R)-4-acryloyl-2,5-dimethylpiperazin-1-yl)-9-chloro-3-((4-methylpiperazin-1-yl)methyl)-10-(naphthalen-1-yl)-2,3-dihydro-5H-[1,4]oxazino[2,3,4-ij]quinazolin-5-one